FC1=C(C=CC(=N1)[C@@H](CN1C[C@H]2[C@@](C1)(C[C@@H](C2)OC2=CC=CC=C2)O)O)O (3aR,5R,6aS)-2-((R)-2-(6-fluoro-5-hydroxypyridin-2-yl)-2-hydroxyethyl)-5-phenoxyhexahydrocyclopenta[c]pyrrol-3a(1H)-ol